C(C(=C)CC(=O)O)(=O)O.C(=CCCC=C)O mono-1,5-hexadienol itaconate